(2R)-4-[(tert-butyldimethylsilyl)oxy]butan-2-ol [Si](C)(C)(C(C)(C)C)OCC[C@@H](C)O